(R)-3-[2-(2-hydroxy-2-methylpropanoyl)-6-(3-methyl-1H-pyrrolo[2,3-b]pyridin-5-yl)-1,2,3,4-tetrahydroisoquinolin-8-yl]morpholine-4-carboxylic acid tert-butyl ester C(C)(C)(C)OC(=O)N1[C@@H](COCC1)C=1C=C(C=C2CCN(CC12)C(C(C)(C)O)=O)C=1C=C2C(=NC1)NC=C2C